(6-Aminopyridazin-3-yl)-3,6-dihydropyridine-1(2H)-carboxylic acid tert-butyl ester C(C)(C)(C)OC(=O)N1C(CC=CC1)C=1N=NC(=CC1)N